ClC=1C=CC=C2C(NC(=NC12)C=1CCN(CC1)C(=O)OC(C)(C)C)=O tert-butyl 4-(8-chloro-4-oxo-3,4-dihydroquinazolin-2-yl)-3,6-dihydropyridine-1(2H)-carboxylate